(S)-pentyl 2-amino-3-tert-butoxypropionate N[C@H](C(=O)OCCCCC)COC(C)(C)C